NC/C(/CN1N=C2C(C(N(C=C2)C2CC2)=O)=C1)=C\F (E)-2-(2-(aminomethyl)-3-fluoroallyl)-5-cyclopropyl-2,5-dihydro-4H-pyrazolo[4,3-c]pyridin-4-one